C(C1=CC=CC=C1)N([C@@H](CC(=O)OCC)C=1C=C(C=CC1)C1=C(C=CC=C1)OC(F)(F)F)[C@H](C)C1=CC=CC=C1 ethyl (S)-3-(benzyl((R)-1-phenylethyl)amino)-3-(2'-(trifluoromethoxy)biphenyl-3-yl)propanoate